4-dimethylphosphorylpiperidine CP(=O)(C)C1CCNCC1